CC(CC)C1=CC=C(C=C1)C(\C=C\C1=CC=C(C=C1)O)=O (E)-1-(4-Butan-2-ylphenyl)-3-(4-hydroxyphenyl)prop-2-en-1-one